1-((1H-pyrrolo[2,3-b]pyridin-4-yl)methyl)-5,5-dimethyl-3-(4-(1-(trifluoromethyl)cyclopropyl)phenyl)imidazolidine-2,4-dione N1C=CC=2C1=NC=CC2CN2C(N(C(C2(C)C)=O)C2=CC=C(C=C2)C2(CC2)C(F)(F)F)=O